nickel tungsten-copper [Cu].[W].[Ni]